C(C)(C)(C)OC(=O)N1CCN(CC1)C1=NC(=C(C=2CN(CCC12)C1=CC=CC2=CC=CC=C12)C#N)N1CCN(CC1)C(CC)=O tert-butyl-4-(4-cyano-6-(naphthalen-1-yl)-3-(4-propionylpiperazin-1-yl)-5,6,7,8-tetrahydro-2,6-naphthyridin-1-yl)piperazine-1-carboxylate